6-[(1S,4S)-2,5-Diazabicyclo[2.2.1]heptan-2-yl]-N-(3-ethynyl-2-fluoro-phenyl)-7-fluoro-pyrido[3,2-d]pyrimidin-4-amine [C@@H]12N(C[C@@H](NC1)C2)C=2C(=CC=1N=CN=C(C1N2)NC2=C(C(=CC=C2)C#C)F)F